COC1=C2C(=C3[C@@H]4C=CO[C@@H]4OC3=C1)OC5=CC=CC(=C5C2=O)O The molecule is an organic heteropentacyclic compound whose skeleton comprises a xanthene ring system ortho-fused to a dihydrofuranofuran moiety. The parent of the class of sterigmatocystins. It has a role as a metabolite.